ClC1=CC=C(C=C1)S(=O)(=O)C1=CC=C(C=C1)NC(=O)NCC1=CN=CO1 1-(4-((4-Chlorophenyl)sulfonyl)phenyl)-3-(oxazol-5-ylmethyl)urea